1-(4-(3-(4,4-difluorocyclohexyl)-1,2,4-oxadiazol-5-yl)-4-hydroxypiperidin-1-yl)-2-(4-methyl-1,2,5-oxadiazol-3-yl)ethan-1-one FC1(CCC(CC1)C1=NOC(=N1)C1(CCN(CC1)C(CC1=NON=C1C)=O)O)F